1-(7-chloro-5-vinyl-3,4-dihydroisoquinolin-2(1H)-yl)ethane-1-one ClC1=CC(=C2CCN(CC2=C1)C(C)=O)C=C